(2E)-1-[(8aS)-6-chloro-4-fluoro-5-(5-methyl-1H-indazol-4-yl)-8a,9,11,12-tetrahydropyrazino[2',1':3,4][1,4]oxazepino[5,6,7-de]quinazolin-10(8H)-yl]-4-(dimethylamino)but-2-en-1-one ClC1=C2C3=C(N=CN=C3C(=C1C1=C3C=NNC3=CC=C1C)F)N1[C@H](CO2)CN(CC1)C(\C=C\CN(C)C)=O